Tert-butyl 3-(7-((tert-butyldimethylsilyl)oxy)-1-hydroxy-6-methoxy-3-oxo-1,3-dihydro-2H-benzo[4,5]thieno[2,3-c]pyrrol-2-yl)propanoate [Si](C)(C)(C(C)(C)C)OC=1C(=CC2=C(C3=C(C(N(C3O)CCC(=O)OC(C)(C)C)=O)S2)C1)OC